CC1=C(C=NC=C1)C1=CC=C2N=CCN(C2=C1)C=1SC=C(N1)C 7-(4-methylpyridin-3-yl)-N-(4-methylthiazol-2-yl)quinoxaline